4-bromo-2-(difluoromethoxy)-5-methyl-pyridine BrC1=CC(=NC=C1C)OC(F)F